[Zn+2].C(C=C)(=O)[O-].C=C.C(C=C)(=O)[O-] ethylene acrylate zinc salt